COC1=CC=C(C=C1)C(CC=O)=O 3-(4'-methoxyphenyl)-propane-1,3-dione